1-(5'-amino-6'-(4-fluorobenzyl)-2,3,5,6-tetrahydrospiro[pyran-4,3'-pyrrolo[3,2-b]pyridin]-1'(2'H)-yl)ethan-1-one NC1=C(C=C2C(=N1)C1(CN2C(C)=O)CCOCC1)CC1=CC=C(C=C1)F